2-((4-aminophenyl)diazenyl)-5-hydroxybenzoic acid NC1=CC=C(C=C1)N=NC1=C(C(=O)O)C=C(C=C1)O